2-METHYL-3-NITROPHENYL ISOCYANIDE CC1=C(C=CC=C1[N+](=O)[O-])[N+]#[C-]